BrC1=C(C(=C2C(=NC=NC2=C1)O)OC[C@H](CC#N)NC1CN(CC1)C(=O)OC(C)(C)C)Cl tert-butyl 3-[[(1S)-1-[(7-bromo-6-chloro-4-hydroxy-quinazolin-5-yl)oxymethyl]-2-cyano-ethyl]amino]pyrrolidine-1-carboxylate